(1-((2-(trimethylsilyl)ethoxy)methyl)-1H-imidazol-2-yl)methylamine C[Si](CCOCN1C(=NC=C1)CN)(C)C